(R)-1-(2-(((1R,2S)-2-((E)-1-phenylbut-1-en-2-yl)cyclopropyl)amino)-7-azaspiro[3.5]nonan-7-yl)propan-2-ol dihydrochloride Cl.Cl.C1(=CC=CC=C1)\C=C(/CC)\[C@H]1[C@@H](C1)NC1CC2(C1)CCN(CC2)C[C@@H](C)O